CC1=C(C(=O)N)C=C(C=C1)N1C[C@@H]2COC[C@H](C1)N2 2-methyl-5-[(1S,5R)-3-oxa-7,9-diazabicyclo[3.3.1]nonan-7-yl]benzamide